5-chloro-4-(1-((1-chlorocyclopropyl)methyl)-1H-pyrazol-4-yl)-N-(4-(4-methylpiperazin-1-yl)phenyl)pyrimidin-2-amine ClC=1C(=NC(=NC1)NC1=CC=C(C=C1)N1CCN(CC1)C)C=1C=NN(C1)CC1(CC1)Cl